C(CCC)[N+](CC(C)O)(CCCC)CCCC tributyl(2-hydroxypropyl)ammonium